4-(diisooctylphosphoryl)-1-(4-octylphenyl)butane-1,3-dione C(CCCCC(C)C)P(=O)(CCCCCC(C)C)CC(CC(=O)C1=CC=C(C=C1)CCCCCCCC)=O